C(C(=C)C)(=O)O.CC=CC=CC (2,4-hexadiene) methacrylate